ClC=1C=CC2=C(CC3(CC=4N2C(=NN4)[C@H]4CN(CC4)CC=4C=NC=CC4)OCCO3)C1 8'-chloro-1'-[(3R)-1-(pyridin-3-ylmethyl)pyrrolidin-3-yl]-4'H,6'H-spiro[1,3-dioxolan-2,5'-[1,2,4]triazolo[4,3-a][1]benzazepine]